2-((2-oxo-2-(5-oxo-2,3,4,5-tetrahydro-1H-benzo[b]azepin-1-yl)ethyl)amino)-4,6-bis(trifluoromethyl)nicotinonitrile O=C(CNC1=C(C#N)C(=CC(=N1)C(F)(F)F)C(F)(F)F)N1C2=C(C(CCC1)=O)C=CC=C2